2-(7-amino-1-oxoisoindolin-2-yl)acetic acid NC=1C=CC=C2CN(C(C12)=O)CC(=O)O